O.O.C1CCCCC1 cyclohexane dihydrate